4-(hydroxymethyl)-3-methyl-2-oxo-oxazolidin-4-yl methyl phosphate P(=O)(OC1(N(C(OC1)=O)C)CO)(OC)[O-]